CN(C(CCNC(OCC1=CC=CC=C1)=O)=O)C Benzyl (3-(dimethylamino)-3-oxopropyl)carbamate